4-chloro-1-isopropyl-6-methyl-1H-imidazo[4,5-c]pyridine ClC1=NC(=CC2=C1N=CN2C(C)C)C